4-(1-methyl-1H-indol-3-yl)pyrimidine-5-carboxylic acid cyclopropylmethyl ester C1(CC1)COC(=O)C=1C(=NC=NC1)C1=CN(C2=CC=CC=C12)C